C(C)N1N=C(C=C1C1=CC(=NC2=C(N=CC=C12)C1=CC=NN1)N1[C@@H](COCC1)C)C 4-(1-ethyl-3-methyl-1H-pyrazol-5-yl)-2-[(3R)-3-methylmorpholin-4-yl]-8-(1H-pyrazol-5-yl)-1,7-naphthyridine